2-(3,5-dichloro-6-methylpyridin-2-yl)propan-2-amine ClC=1C(=NC(=C(C1)Cl)C)C(C)(C)N